6-(2-fluorophenyl)-N2-isopropyl-N4-(5-(trifluoromethyl)pyridin-3-yl)-1,3,5-triazine-2,4-diamine FC1=C(C=CC=C1)C1=NC(=NC(=N1)NC(C)C)NC=1C=NC=C(C1)C(F)(F)F